BrCC1=C(C(=NC=C1)N(C(OC(C)(C)C)=O)C(=O)OC(C)(C)C)F tert-butyl N-[4-(bromomethyl)-3-fluoro-2-pyridinyl]-N-tert-butoxycarbonyl-carbamate